1-Methyl-3-(2-methyl-3-(trimethylsilyl)propyl)imidazolium Bis(trifluoromethylsulfonyl)imide [N-](S(=O)(=O)C(F)(F)F)S(=O)(=O)C(F)(F)F.CN1C=[N+](C=C1)CC(C[Si](C)(C)C)C